4-(benzo[d]oxazole-6-carbonyl)-10,10-dimethyl-9-oxo-1-oxa-4-azaspiro[5.5]undec-7-ene-8-carbonitrile O1C=NC2=C1C=C(C=C2)C(=O)N2CCOC1(C2)C=C(C(C(C1)(C)C)=O)C#N